C1C[C@H]2C(=O)N[C@H](C(=O)NCC(=O)N[C@H](C(=O)N[C@H](C(=O)N2C1)CC3=CC=C(C=C3)O)CC4=CC=CC=C4)CC5=CC=CC=C5 The molecule is a homodetic cyclic peptide composed of glycyl, L-phenylalanyl, L-tyrosyl, L-prolyl and L-phenylalanyl residues joined sequentially to give a 15-membered macrocycle. Isolated from Dianthus superbus var longicalycinus, it exhibits anti-cancer activity. It has a role as a metabolite and an antineoplastic agent. It is a homodetic cyclic peptide and a macrocycle.